Cl.NC([C@H](C[C@H]1C(NCC1)=O)NC(=O)C1N(CC2(C1)OCCCC2)C([C@H](C(C)(C)C)N)=O)=O N-((S)-1-amino-1-oxo-3-((S)-2-oxopyrrolidin-3-yl)propan-2-yl)-2-((S)-2-amino-3,3-dimethylbutyryl)-6-oxa-2-azaspiro[4.5]decane-3-carboxamide hydrochloride